CC=1C=C(C(=O)N2[C@H](CCC2)C(=O)N)C=CC1 1-(3-methylbenzoyl)-D-prolinamide